N-(oxazolidin-4-yl)-3-oxobutanamide O1CNC(C1)NC(CC(C)=O)=O